CNC=1C2=C(N=C(N1)C1=CC=NC=C1)C=NC=C2 n-methyl-2-(pyridin-4-yl)pyrido[3,4-d]Pyrimidine-4-amine